FC(C1=CC2=C(SC(=C2)C(N[C@H]2C[C@@H](C[C@@H]3N(C2=O)[C@@H](CC3)C(=O)N3CC(C3)C=3C=NC=CC3)C)=O)C=C1)(F)P(O)(O)=O (difluoro(2-(((3S,6S,8S,9aR)-8-methyl-5-oxo-3-(3-(pyridin-3-yl)azetidine-1-carbonyl)octahydro-1H-pyrrolo[1,2-a]azepin-6-yl)carbamoyl)benzo[b]thiophen-5-yl)methyl)phosphonic acid